ClC=1C(=CC(=NC1)NC([C@H](C)C1=CC(=NC=C1)OC)=O)C1=C2N(N=C1)CC(C2)(C)C (R)-N-(5-chloro-4-(5,5-dimethyl-5,6-dihydro-4H-pyrrolo[1,2-b]pyrazol-3-yl)pyridin-2-yl)-2-(2-methoxypyridin-4-yl)propionamide